Tricyclo[5.2.1.0(2,6)]decan-8-yl methacrylate C(C(=C)C)(=O)OC1C2C3CCCC3C(C1)C2